FC=1C=C2CCN(CC2=CC1)C1=CC(=C(C(=C1)C)NC(=O)C=1C=NSC1C)C N-(4-(6-fluoro-3,4-dihydroisoquinolin-2(1H)-yl)-2,6-dimethylphenyl)-5-methylisothiazole-4-carboxamide